6,6-dimethyl-3-((7-(5-methyl-1-(((S)-morpholin-2-yl)methyl)-4-nitro-1H-pyrrol-2-yl)thieno[3,2-b]pyridin-2-yl)methyl)-3-azabicyclo[3.1.0]hexane-2,4-dione CC1(C2C(N(C(C12)=O)CC1=CC2=NC=CC(=C2S1)C=1N(C(=C(C1)[N+](=O)[O-])C)C[C@@H]1CNCCO1)=O)C